methyl 2-[4-[4,6-bis[2-hydroxy-4-(2-methoxy-1-methyl-2-oxo-ethoxy)phenyl]-1,3,5-triazin-2-yl]-3-hydroxy-phenoxy]propanoate OC1=C(C=CC(=C1)OC(C(=O)OC)C)C1=NC(=NC(=N1)C1=C(C=C(C=C1)OC(C(OC)=O)C)O)C1=C(C=C(OC(C(=O)OC)C)C=C1)O